C(CCCCCC)(=O)[O-].[Ca+2].C(CCCCCC)(=O)[O-] calcium enanthoate